bis(9,9-dimethyl-9-silafluoren-2-yl)phosphorus oxide C[Si]1(C2=CC=CC=C2C=2C=CC(=CC12)[P](C1=CC=2[Si](C3=CC=CC=C3C2C=C1)(C)C)=O)C